ClC=1C=NN(C1)C1=C(C=C(C=C1)NC(CC1=CC=C(C=C1)C)=O)S(N)(=O)=O N-[4-(4-chloro-1H-pyrazol-1-yl)-3-sulfamoylphenyl]-2-(4-methylphenyl)acetamide